1-octylnonyl 8-({2-[4-({2-[(tert-butyl)bis(methyl)siloxy]ethyl}-N-methylamino)butyroxy]ethyl}[7-(9-methyldecyloxycarbonyl)heptyl]amino)octanoate C(C)(C)(C)[Si](OCCN(C)CCCC(=O)OCCN(CCCCCCCC(=O)OC(CCCCCCCC)CCCCCCCC)CCCCCCCC(=O)OCCCCCCCCC(C)C)(C)C